O=C1NC(CC[C@H]1N(C(=O)N1CCC2=CC=CC=C12)C)=O (R)-N-(2,6-dioxopiperidin-3-yl)-N-methylindoline-1-carboxamide